C(C)OC(C(=O)O)=O Oxalic acid monoethyl ester